CC=1N(C(=C(N1)C)C1=CC=CN1)CC#C 5-(2,4-dimethyl-1-(prop-2-yn-1-yl)-1H-imidazol-5-yl)-1H-pyrrole